S1C(SC2=C1C=CC=C2)CC(=O)C2=CC(=CC=C2)OC (benzo[d][1,3]dithiol-2-yl)-1-(3-methoxyphenyl)ethan-1-one